5-bromonaphthalene-2-carbohydrazide BrC1=C2C=CC(=CC2=CC=C1)C(=O)NN